OC1(CCC1)CN1C(N(CC12CCC(CC2)(C2=CC=CC=C2)NC)C2=C(C#N)C=CC=C2)=O cis-2-(1-((1-hydroxycyclobutyl)methyl)-8-(methylamino)-2-oxo-8-phenyl-1,3-diazaspiro[4.5]decan-3-yl)benzonitrile